3-(4-Hydroxy-3-methylphenyl)-1H-indazole OC1=C(C=C(C=C1)C1=NNC2=CC=CC=C12)C